7-Methyl-2-[(7-methyl-[1,2,4]triazolo[1,5-a]pyridin-6-yl)amino]-9-(oxan-4-yl)purin-8-one CN1C(N(C2=NC(=NC=C12)NC=1C(=CC=2N(C1)N=CN2)C)C2CCOCC2)=O